silver copper-oxide [Cu]=O.[Ag]